ethyl 5-(chlorosulfonyl)-3-methylbenzo[b]thiophene-2-carboxylate ClS(=O)(=O)C1=CC2=C(SC(=C2C)C(=O)OCC)C=C1